1-(4-(2-aminothiazolo[5,4-b]pyridin-5-yl)-2-methylphenyl)pyrrolidin-2-one silver (I)-silver (I) [Ag+].[Ag+].NC=1SC2=NC(=CC=C2N1)C1=CC(=C(C=C1)N1C(CCC1)=O)C